C(C=C)OCC(=C)CCCCCC 2-((allyloxy)methyl)oct-1-ene